C(#N)C1=NNC2=CC(=CC=C12)/C=C/C(=O)NC1=C(C(=CC=C1N1CCN(CC1)C)F)C (E)-3-(3-cyano-1H-indazol-6-yl)-N-(3-fluoro-2-methyl-6-(4-methylpiperazin-1-yl)phenyl)acrylamide